COC(C1=CC(OC)=C(O)C=C1)=O Methylvanillat